N-(2-methoxyethyl)cyclohexanecarboxamide COCCNC(=O)C1CCCCC1